C(C)N1N=CC(=C1)C=1C(=NN(C1)C)COC1=CC=C(C=C1)C1=CC=CC=2N(C=NC21)C 1'-ethyl-1-methyl-3-{[4-(1-methyl-1H-benzimidazol-4-yl)phenoxy]methyl}-1H,1'H-4,4'-bipyrazole